2,6-dimethylpiperazine 1-Tert-butyl-formate C(C)(C)(C)C(=O)O.CC1NC(CNC1)C